ClC=1C=C(C=CC1)N1N=NC(=C1I)I 1-(m-chlorophenyl)-4,5-diiodo-1,2,3-triazole